NC1=CC=C(N=N1)C1CCN(CC1)C(=O)C1=NC=C(C(=C1)OC)C1=CC(=CC=C1)OCC(C)C [4-(6-Amino-pyridazin-3-yl)-piperidin-1-yl]-[5-(3-isobutoxy-phenyl)-4-methoxy-pyridin-2-yl]-methanone